F\C(=C/C1=CC=C(C(=C1N1CCOC2(C1)CCN(CC2)CCOC)C(F)(F)F)OC2=CC=CC=C2)\C2=NC=CC(=N2)C2=CN=NC=C2 (Z)-4-(6-(2-fluoro-2-(4-(pyridazin-4-yl)pyrimidin-2-yl)vinyl)-3-phenoxy-2-(trifluoromethyl)phenyl)-9-(2-methoxyethyl)-1-oxa-4,9-diazaspiro[5.5]undecane